BrC1=NN(C(=C1)C(N)=O)C1=CC=C(C=C1)C#N 3-bromo-5-carbamoyl-1-(4-cyanophenyl)-1H-pyrazole